6-ethyl-1,4,5,6-tetrahydropyrimidine C(C)C1CCN=CN1